6-[2-(tert-butyloxycarbonyl-(Boc))hydrazino]nicotinic acid C(C)(C)(C)OC(=O)CC(OC(=O)NNC1=NC=C(C(=O)O)C=C1)(C)C